CC(CCCCCCCC)O decan-2-ol